3-ethynyl-1-azacyclobutanoic acid tertbutyl ester C(C)(C)(C)OC(=O)N1CC(C1)C#C